4-[[6-[4-[[6-bromo-1-(2-methoxyethyl)benzimidazol-2-yl]methyl]-3-fluoro-phenyl]-2-pyridyl]oxymethyl]-3-fluoro-benzonitrile BrC=1C=CC2=C(N(C(=N2)CC2=C(C=C(C=C2)C2=CC=CC(=N2)OCC2=C(C=C(C#N)C=C2)F)F)CCOC)C1